CN1N=CC(=C1)N(S(=O)(=O)NC(=O)NC=1C2=C(SC1C(F)(F)F)CCC2)C2CN(CCC2)C 1-[(1-Methyl-1H-pyrazol-4-yl)(1-methylpiperidin-3-yl)sulfamoyl]-3-[2-(trifluoromethyl)-4H,5H,6H-cyclopenta[b]thiophen-3-yl]urea